C(C)(=O)OC1CC(C2CC(CC2C(=C1)C)=C(C)C)C (4,8-dimethyl-2-prop-2-ylidene-3,3a,4,5,6,8a-hexahydro-1H-azulen-6-yl) acetate